3-cyclopropoxy-4-(N-(3,5-dicyclopropylbenzyl)-2-(N-(4-fluoro-2-(trifluoromethyl)benzyl)-(2,3,4,5,6-pentafluoro-phenyl)sulfonamido)acetamido)benzoic acid C1(CC1)OC=1C=C(C(=O)O)C=CC1N(C(CN(S(=O)(=O)C1=C(C(=C(C(=C1F)F)F)F)F)CC1=C(C=C(C=C1)F)C(F)(F)F)=O)CC1=CC(=CC(=C1)C1CC1)C1CC1